FC=1C=C(C=CC1)N1CC(CC1=O)CN1N=CC(=C1)C1=NC=2N3C(N(C(C2N1)=O)CCC)=NC=C3 2-[1-[[1-(3-Fluorophenyl)-5-oxo-pyrrolidin-3-yl]methyl]pyrazol-4-yl]-5-propyl-3H-imidazo[2,1-b]purin-4-on